CN(CCN1CCC(CC1)NC1=C2C=C(N(C2=CC=C1)CC(F)(F)F)C#CCNC=1C(=NC=CC1)C(C#N)(C)C)C 2-[({3-[4-({1-[2-(dimethylamino)ethyl]piperidin-4-yl}amino)-1-(2,2,2-trifluoroethyl)-1H-indol-2-yl]prop-2-yn-1-yl}amino)pyridin-2-yl]-2-methylpropanenitrile